(trans-3-(3-cyclopropyl-4-(1-isopropyl-1H-pyrrolo[2,3-b]pyridin-6-yl)-1H-pyrazol-1-yl)cyclobutyl)methylamine C1(CC1)C1=NN(C=C1C1=CC=C2C(=N1)N(C=C2)C(C)C)[C@@H]2C[C@H](C2)CN